[Li]C1C(CC(CC1)[Li])C=C 1,4-dilithio-2-vinylcyclohexane